CC=CC(=O)OCC[NH+](C)C N-methylacryloyloxyethyl-N,N-dimethylammonium